C#CC#CC#C 1,3,5-hexatri-yne